C(C1=CC=CC=C1)NC(=O)OCC benzyl-urethane